C(C)(C)(C)OC(CC(=O)C)=O tert.-butylacetoacetat